CC(C(=O)O)CCCC=CCCCCCCCCCCC 2-methyl-6-octadecenoic acid